NC1=NNC=N1 3-amino-1,2,4-triazol